4-ketopiperidine-1-carboxylic acid tert-butyl ester C(C)(C)(C)OC(=O)N1CCC(CC1)=O